3-[4-(piperidine-1-sulfonyl)phenyl]-1-(pyrazin-2-ylmethyl)urea N1(CCCCC1)S(=O)(=O)C1=CC=C(C=C1)NC(NCC1=NC=CN=C1)=O